NC1C(N(CC1)C1=CC=C(C=C1)S(=O)(=O)N1CCN(CC1)C1=NC(=CC(=C1)C(F)(F)F)Cl)=O 3-Amino-1-[4-[4-[6-chloro-4-(trifluoromethyl)-2-pyridyl]piperazin-1-yl]sulfonylphenyl]pyrrolidin-2-one